ClC=1C(=NC=C(C1CC1=CN(C2=CC(=CC(=C12)C)C(F)(F)F)C)Cl)C(=O)OCC ethyl 3,5-dichloro-4-[[1,4-dimethyl-6-(trifluoromethyl)-1H-indol-3-yl]methyl]pyridine-2-carboxylate